(1R,6S)-2,2-difluoro-6-{4-[(propan-2-yl)oxy]piperidin-1-yl}cyclohexan-1-amine FC1([C@@H]([C@H](CCC1)N1CCC(CC1)OC(C)C)N)F